BrC1=NN(C2=C1N=CN(C2=O)CC(=O)NC2=CC(=C(C=C2)OC)F)C(C)C 2-(3-bromo-1-isopropyl-7-oxo-1,7-dihydro-6H-pyrazolo[4,3-d]pyrimidin-6-yl)-N-(3-fluoro-4-methoxyphenyl)acetamide